ClC1=CC=C(C=C1)C(=O)C1(CC1)F (4-chlorophenyl)-(1-fluoro-cyclopropyl)-methanone